COC=1N=C2C(=CC=NC2=CC1OC)OC1=C(C=C(C=C1)NC(=O)C1=NC(=C(N=C1)C)C=1OC=CC1)F N-[4-[(6,7-dimethoxy-1,5-naphthyridin-4-yl)oxy]-3-fluorophenyl]-6-(furan-2-yl)-5-methylpyrazine-2-carboxamide